FC(C1=NNC=C1C1=NC2=C(C=3CCN(CC13)C(C)=O)C=1C=NNC1C=C2)(F)F 1-(7-(3-(trifluoromethyl)-1H-pyrazol-4-yl)-3,8,10,11-tetrahydro-9H-indazolo[5,4-c][2,7]naphthyridin-9-yl)ethan-1-one